FC(C1=C(C(=O)N)C=CC(=C1)C(F)(F)F)(F)F 2,4-bis(trifluoromethyl)benzamide